N-[1-(5-bromo-2-pyridyl)-4-piperidyl]carbamate BrC=1C=CC(=NC1)N1CCC(CC1)NC([O-])=O